C1(CCCCC1)CN(C(CN1N=C(C=C1C)C(F)(F)F)=O)C(CN(C)C1=CC=C(C=C1)OC)CC1=CC(=CC(=C1)F)F 2-(N-(cyclohexylmethyl)-2-(5-methyl-3-(trifluoromethyl)-1H-pyrazol-1-yl)acetamido)-3-(3,5-difluorophenyl)-N-(4-methoxyphenyl)-N-methylpropanamine